(4-(1-(difluoromethyl)-1H-1,2,4-triazol-3-yl)-6-(4-fluorophenyl)pyridin-3-yl)methanamine TFA salt OC(=O)C(F)(F)F.FC(N1N=C(N=C1)C1=C(C=NC(=C1)C1=CC=C(C=C1)F)CN)F